ClC1=C(C=CC=C1NC(=O)C1=CC(=CN(C1=O)C)CN1CCCC1)C1=C(C(=CC=C1)NC=1N=CC=C2C=C(C=NC12)CN1C[C@@H](CC1)O)C (R)-1-((5-(2-Chloro-3'-(3-(((R)-3-hydroxypyrrolidin-1-yl)methyl)-1,7-naphthyridin-8-ylamino)-2'-methylbiphenyl-3-ylcarbamoyl)-1-methyl-6-oxo-1,6-dihydropyridin-3-yl)methyl)pyrrolidin